CC1=C(C(=O)N[C@@H](C(C)C)C(=O)N[C@H](CCC(=O)O)C(=O)O)C(=CC=C1)C (2,6-dimethylbenzoyl)-L-valyl-D-glutamic acid